(Z)-2-ethoxy-1-(hex-3-en-1-yloxy)-4-(methoxymethyl)benzene spiro[3.3]heptan-2-ylmethyl-((R)-1-(4-((R)-2,6-dioxopiperidin-3-yl)-3,5-difluorophenyl)-2-oxopyrrolidin-3-yl)carbamate C1C(CC12CCC2)CN(C(O)=O)[C@H]2C(N(CC2)C2=CC(=C(C(=C2)F)[C@@H]2C(NC(CC2)=O)=O)F)=O.C(C)OC2=C(C=CC(=C2)COC)OCC\C=C/CC